6-(difluoromethyl)-2-methyl-2H-indazol-5-amine HCl salt Cl.FC(C=1C(=CC2=CN(N=C2C1)C)N)F